FC(C)(F)C=1C=C(C=CC1)NC(=O)[C@]1(C(=NN(C1=O)C1=CC=C(C=C1)OC(F)F)C)C (4R)-N-(3-(1,1-difluoroethyl)phenyl)-1-(4-(difluoromethoxy)phenyl)-3,4-dimethyl-5-oxo-4,5-dihydro-1H-pyrazole-4-carboxamide